BrC=1C=CC(=C(C1)CO)C1=C(C=NC=C1)CO (5-bromo-2-(3-(hydroxymethyl)pyridin-4-yl)phenyl)methanol